C(C)(=O)O[C@@H]1[C@@H](O[C@@H]2OC(O[C@@H]21)(C)C)[C@@H]2OC(OC2)(C)C (3aR,5S,6R,6aR)-5-((R)-2,2-dimethyl-1,3-dioxolan-4-yl)-2,2-dimethyltetrahydrofurano[2,3-d][1,3]dioxol-6-yl acetate